C1(CCCC1)N1C(N=CC=2N(C(C3=C(NC21)C=CC=C3)=O)C)NC3=CC=C(C(=O)O)C=C3 4-((l-1-cyclopentyl-5-methyl-6-oxo-6,11-dihydro-5H-benzo[e]pyrimido[5,4-b][1,4]diazepin-2-yl)amino)benzoic acid